N1C=C(C2=CC=CC=C12)CCNC1=C2N=CN(C2=NC(=N1)C=1C=NC=C(C1)C)C(C)C N-[2-(1H-indol-3-yl)ethyl]-9-(1-methylethyl)-2-(5-methyl-3-pyridinyl)-9H-purin-6-amine